3,5-diiodo-4-hydroxystyrene IC=1C=C(C=C)C=C(C1O)I